NC1=C2N=C(N(C2=NC(=N1)OCCCNC(OC(C)(C)C)=O)CC1=CC(=CC=C1)Br)OC tert-butyl (3-((6-amino-9-(3-bromobenzyl)-8-methoxy-9H-purin-2-yl)oxy)propyl)carbamate